ethyl 2-hydrazino-2-oxo-acetate N(N)C(C(=O)OCC)=O